Dichloro-dibenzoylhydrazine ClN(N(C(C1=CC=CC=C1)=O)Cl)C(C1=CC=CC=C1)=O